P(=O)(OCC(CC)N1C=2C=CC=CC2C2(C3=CC=C(C=C3C=3C=C(C=CC23)OC)OC)C2=CC=CC=C12)([O-])[O-] (2-(3',6'-dimethoxy-10H-spiro[acridin-9,9'-fluoren]-10-yl) butyl) phosphate